CC1=C(C(=NN1C1COCCC1)OC(CC)N)[N+](=O)[O-] (5-methyl-4-nitro-1-(tetrahydro-2H-pyran-3-yl)-1H-pyrazol-3-yl-oxy)propan-1-amine